CN1C(CNCC1)C1=NC=CC(=C1)C1=NNC(=C1C#CC1=CC(=CC=C1)S(N)(=O)=O)C 3-(2-(N-methylpiperazinyl)-pyridin-4-yl)-4-(3-sulfamoyl-phenylethynyl)-5-methyl-pyrazole